Z-tetrazole N1N=NN=C1